C(C1=CC=CC=C1)C1=C(C(=C(C(=O)OCC2=CC=C3C(=C(C(=NC3=C2)C2=C(C=C(C=C2F)S(=O)(=O)N2C[C@H](CC2)F)F)F)C)C=C1)F)N(C(C1=C(N=CC=C1)Cl)=O)C(=O)C1CC1 (2-{2,6-Difluoro-4-[(3S)-3-fluoropyrrolidine-1-sulfonyl]phenyl}-3-fluoro-4-methylquinolin-7-yl)methanol benzyl-3-(2-chloro-N-(cyclopropanecarbonyl)nicotinamido)-2-fluorobenzoate